5,6-dicyano-1,3-diiminoisoindoline C(#N)C=1C=C2C(NC(C2=CC1C#N)=N)=N